NCCC(=O)N[C@@H](C)C(=O)N[C@@H](CCCCN)C(=O)NCC(=O)O aminopropionyl-L-alanyl-L-lysyl-glycine